C(C)(=O)NC1=C(C(=O)NC2=NNC3=CC(=CC=C23)C2=CC(=CC(=C2)OC)OC)C=CC=C1 2-acetamido-N-(6-(3,5-dimethoxyphenyl)-1H-indazol-3-yl)benzamide